C1(CC1)COC1=C(C=CC=C1)OC (cyclopropylmethoxy)-2-methoxybenzene